C(C)(C)(C)C1=NC=CC=N1 tert-butyl-pyrimidine